C(C(C)C)C=1C=CC(=C(C1)N1CCN(CC1)CC=1SC(=CN1)C)C=1N=NNN1 2-[[4-[5-isobutyl-2-(2H-tetrazol-5-yl)phenyl]piperazin-1-yl]methyl]-5-methyl-thiazole